butyl N-tert-butoxycarbonyl-N-[7-[[2-oxo-2-[(5S)-5-methyl-2-(2,3,4,5,6-pentadeuteriophenyl)-1-piperidyl]acetyl]amino]-2-tetrahydropyran-2-yl-pyrazolo[4,3-c]pyridin-4-yl]carbamate C(C)(C)(C)OC(=O)N(C(OCCCC)=O)C1=NC=C(C=2C1=CN(N2)C2OCCCC2)NC(C(N2C(CC[C@@H](C2)C)C2=C(C(=C(C(=C2[2H])[2H])[2H])[2H])[2H])=O)=O